CCCCCCCCCCCCCCCCCCCCCC(=O)O[C@H](COC(=O)CCCCCCC/C=C\CCCCC)COP(=O)([O-])OCC[N+](C)(C)C 1-(9Z-pentadecenoyl)-2-docosanoyl-glycero-3-phosphocholine